2-((5-bromo-2-iodopyridin-3-yl)oxy)acetonitrile BrC=1C=C(C(=NC1)I)OCC#N